4-hydroxy-3,5-diiodo-benzonitrile OC1=C(C=C(C#N)C=C1I)I